[O-]S(=O)(=O)C(F)(F)F.C1(=CC=CC=C1)[S+](C1=CC=CC=C1)C1=CC=CC=C1 Triphenylsulfonium triflate